4,6-dichloro-5-fluoronicotinamide ClC1=C(C(=NC=C1C(=O)N)Cl)F